NC1CC(NC1)=O 4-Aminopyrrolidin-2-one